3-(oleoyl)cholenic acid C(CCCCCCC\C=C/CCCCCCCC)(=O)C1CC2CC[C@H]3[C@@H]4CC[C@H]([C@@H](C=CC(=O)O)C)[C@]4(CC[C@@H]3[C@]2(CC1)C)C